C1=CC=CC=2C3=CC=CC=C3C(C12)COC(=O)N[C@H](C(=O)O)CCC(NC1=CC(=CC=C1)F)=O (2S)-2-({[(9H-fluoren-9-yl)methoxy]carbonyl}amino)-4-[(3-fluorophenyl)carbamoyl]butanoic acid